8-1-methylcyclopentyloxycarbonylmethyloxycarbonyl-tetracyclo[4.4.0.12,5.17,10]-3-dodecene CC1(CCCC1)OC(=O)COC(=O)C1C2C3C4C=CC(C3C(C1)C2)C4